5-chloro-2-[4-(dimethylamino)piperidine-1-carbonyl]-7,8-dihydro-6H-spiro[[1,3]oxazolo[5,4-f]quinazoline-9,1'-cyclohexane]-7-one ClC=1C=C2C(=C3C1NC(NC31CCCCC1)=O)OC(=N2)C(=O)N2CCC(CC2)N(C)C